ClC1=CC=C(OCC(=O)NC23CC(C2)(C3)C(=O)O)C=C1 3-(2-(4-chlorophenoxy)acetamido)bicyclo[1.1.1]pentane-1-carboxylic acid